5-Amino-1-isopropyl-3-[3-methoxy-4-[2-[[5-(1-methylcyclopentyl)isoxazol-3-yl]amino]-2-oxo-ethyl]phenyl]pyrazole-4-carboxamide NC1=C(C(=NN1C(C)C)C1=CC(=C(C=C1)CC(=O)NC1=NOC(=C1)C1(CCCC1)C)OC)C(=O)N